4-(3-Chloroanilino)-2'-(3-phenoxyphenyl)-2',3'-dihydrospiro[cyclohexane-1,1'-indene]-4-carboxylic acid ClC=1C=C(NC2(CCC3(C(CC4=CC=CC=C34)C3=CC(=CC=C3)OC3=CC=CC=C3)CC2)C(=O)O)C=CC1